1-(6-(4-chloro-3-ethyl-1H-pyrrolo[2,3-b]pyridin-5-yl)pyridin-2-yl)piperazin-2-one ClC1=C2C(=NC=C1C1=CC=CC(=N1)N1C(CNCC1)=O)NC=C2CC